3,4-dihydroxyhexanoyl-CoA OC(CC(=O)SCCNC(CCNC([C@@H](C(COP(OP(OC[C@@H]1[C@H]([C@H]([C@@H](O1)N1C=NC=2C(N)=NC=NC12)O)OP(=O)(O)O)(=O)O)(=O)O)(C)C)O)=O)=O)C(CC)O